BrC1=NC2=NC(=NC(=C2N1C1CCOCC1)N1CC2CCC(C1)N2C(=O)OC(C)(C)C)OC[C@]21CCCN1C[C@@H](C2)F tert-Butyl 3-[8-bromo-2-{[(2R,7aS)-2-fluorotetrahydro-1H-pyrrolizin-7a(5H)-yl]methoxy}-7-(oxan-4-yl)-7H-purin-6-yl]-3,8-diazabicyclo[3.2.1]octane-8-carboxylate